C(C)(C)(CC)OOC(CCCCCC(C)(C)C)=O t-Amylperoxyneodecanoate